CC(C[C@H](NC(=O)C1CC(=NO1)CCC1=CC=CC=C1)B(O)O)C ((1R)-3-methyl-1-(3-phenethyl-4,5-dihydroisoxazole-5-carboxamido)butyl)boronic acid